2-bromo-4-(tert-butyl)pyridine BrC1=NC=CC(=C1)C(C)(C)C